3,3-difluorocyclobutanethiol FC1(CC(C1)S)F